bis(2-methoxyphenyl)sulfane COC1=C(C=CC=C1)SC1=C(C=CC=C1)OC